γ-glutamyl-ε-lysine C(CCNC(=O)CC[C@@H](C(=O)O)N)C[C@@H](C(=O)O)N